2-{[(5-Cyclopropyl-3-ethylimidazol-4-yl)methyl]sulfanyl}-3H,5H,6H,7H-cyclopenta[d]pyrimidin-4-one C1(CC1)C1=C(N(C=N1)CC)CSC=1NC(C2=C(N1)CCC2)=O